FC=1C=NC(=NC1)C1=C(N=CN1C)C=O (5-(5-fluoropyrimidin-2-yl)-1-methyl-1H-imidazol-4-yl)methanone